3-isopropyl-1-methyl-1-(7-(6-((1,2,2,6,6-pentamethylpiperidin-4-yl)oxy)pyridin-3-yl)quinoxalin-2-yl)urea C(C)(C)NC(N(C1=NC2=CC(=CC=C2N=C1)C=1C=NC(=CC1)OC1CC(N(C(C1)(C)C)C)(C)C)C)=O